C1(CC1)[C@](CC(=O)N[C@@H](C)C1=CC(=CC=C1)OCC(F)(F)F)(C)O (R)-3-cyclopropyl-3-hydroxy-N-((S)-1-(3-(2,2,2-trifluoroethoxy)phenyl)ethyl)butanamide